tert-butyl 3-(3-iodo-1H-pyrazolo[3,4-b]pyridin-1-yl)piperidine-1-carboxylate IC1=NN(C2=NC=CC=C21)C2CN(CCC2)C(=O)OC(C)(C)C